(6aR,8R)-2-chloro-6a-(difluoromethyl)-8-(5-vinyl-1H-pyrazolo[3,4-c]pyridin-1-yl)-5,6,6a,7,8,9-hexahydropyrrolo[1',2':4,5]pyrazino[2,3-c]pyridazine ClC=1C=C2C(=NN1)NC[C@@]1(N2C[C@@H](C1)N1N=CC=2C1=CN=C(C2)C=C)C(F)F